3-[difluoro(isopropoxy)methyl]-6-[6-[(1R)-2,2-difluoro-1-methyl-ethoxy]-3-pyridyl]-[1,2,4]triazolo[4,3-a]pyrazine FC(C1=NN=C2N1C=C(N=C2)C=2C=NC(=CC2)O[C@@H](C(F)F)C)(OC(C)C)F